5-(tert-butyl)-N-methylthiazol-2-amine C(C)(C)(C)C1=CN=C(S1)NC